C(C)(C)(C)[Si](OC1CC(C1)C=1C2=C(C=NC1C)SC=N2)(C)C tert-butyl-dimethyl-[3-(6-methylthiazolo[5,4-c]pyridin-7-yl)cyclobutoxy]silane